ethylene-di-urethane C(CNC(=O)OCC)NC(=O)OCC